dilaurylamine oxide C(CCCCCCCCCCC)[NH+](CCCCCCCCCCCC)[O-]